4-[4-(3,8-Diazabicyclo[3.2.1]octan-3-yl)-8-fluoro-2-[[(2S)-1-methylpyrrolidin-2-yl]methoxy]-6-vinyl-quinazolin-7-yl]naphthalen-2-ol C12CN(CC(CC1)N2)C2=NC(=NC1=C(C(=C(C=C21)C=C)C2=CC(=CC1=CC=CC=C21)O)F)OC[C@H]2N(CCC2)C